(R)-2-((1-(2-cyano-3-(4-(4-methoxy-phenyl)piperidin-1-yl)-7-methylquinoxalin-5-yl)ethyl)amino)benzoic acid C(#N)C1=NC2=CC(=CC(=C2N=C1N1CCC(CC1)C1=CC=C(C=C1)OC)[C@@H](C)NC1=C(C(=O)O)C=CC=C1)C